FC=1C2=C(C3=C(N=C(S3)C3=C4N=CC(=NC4=CC(=C3)C)OC)C1)OC[C@@H](O2)COC=2C=NC(=NC2)C (S)-5-fluoro-2-(2-methoxy-7-methylquinoxalin-5-yl)-7-(((2-methylpyrimidin-5-yl)oxy)methyl)-7,8-dihydro-[1,4]dioxino[2',3':3,4]benzo[1,2-d]thiazole